2-methoxy-3,5-dimethyl-2-cyclopenten-1-one COC=1C(C(CC1C)C)=O